O[C@@H]([C@@H](C(=O)N[C@@H](CC(C)C)B1OC(C[C@](O1)(C(=O)O)CC(=O)OC)=O)NC(C1=NC(=CC=C1)C1=CC=CC=C1)=O)C (R)-2-((R)-1-((2S,3R)-3-hydroxy-2-(6-phenylpicolinamido)butanamido)-3-methylbutyl)-4-(2-methoxy-2-oxoethyl)-6-oxo-1,3,2-dioxaborinane-4-carboxylic acid